C(=O)C1CN(CC1)C1=CC(=C(C=N1)C#N)OC 6-(3-formylpyrrolidin-1-yl)-4-methoxypyridine-3-carbonitrile